4-[[1-[2-[2-(2-Aminoethoxy)ethoxy]ethyl]-4-piperidyl]amino]-2-(2,6-dioxo-3-piperidyl)isoindoline-1,3-dione NCCOCCOCCN1CCC(CC1)NC1=C2C(N(C(C2=CC=C1)=O)C1C(NC(CC1)=O)=O)=O